CC(C)C[C@H](C[C@H](C=C)C)S(=O)(=O)N (4R,6R)-2,6-DIMETHYLOCT-7-ENE-4-SULFONAMIDE